C(#N)C1=CC=C(CCN[C@H](C(=O)NC2=CC=C(C=C2)N2CCN(CC2)C)C2=CC=CC=C2)C=C1 |r| (S)- and (R)-2-((4-cyanophenethyl)amino)-N-(4-(4-methylpiperazin-1-yl)phenyl)-2-phenylacetamide